BrC1=CC=C(C=C1)N1C(=NC(=C1)C)C 1-(4-bromophenyl)-2,4-dimethyl-imidazole